N-[2-(5-Methylsulfonyl-1H-indol-3-yl)ethyl]acetamide CS(=O)(=O)C=1C=C2C(=CNC2=CC1)CCNC(C)=O